(4R,6S)-6-(4-bromo-7-methoxynaphthalen-1-yl)-4-hydroxypiperidin-2-one BrC1=CC=C(C2=CC(=CC=C12)OC)[C@@H]1C[C@H](CC(N1)=O)O